[Si](C1=CC=CC=C1)(C1=CC=CC=C1)(C(C)(C)C)O[C@H]1[C@@](COC1)(C)N1CCC(CC1)NC(OCC1=CC=CC=C1)=O benzyl N-[1-[(3S,4S)-4-[tert-butyl(diphenyl)silyl]oxy-3-methyl-tetrahydrofuran-3-yl]-4-piperidyl]carbamate